C(#N)C1=CC=C(C=C1)NS(=O)(=O)C1=CNC2=CC(=C(C=C12)F)F N-(4-cyanophenyl)-5,6-difluoro-1H-indole-3-sulfonamide